ClC=1C=NC(=C(C(=O)NC2CCC(CC2)CN2C(N(C3=C2C=CC(=C3)F)C=3C=CC(=NC3)C(=O)NC)=O)C1)C 5-(3-(((1r,4r)-4-(5-chloro-2-methylnicotinamido)cyclohexyl)methyl)-6-fluoro-2-oxo-2,3-dihydro-1H-benzo[d]imidazol-1-yl)-N-methyl-picolinamide